CC(=CC=1N=NC2=C(N1)C(CC=N2)=O)C 3-(2-methylprop-1-en-1-yl)-5-oxopyrido[3,2-e][1,2,4]triazin